ClC1=C(N=C(N1C)C1=C(C=C(C=N1)CN1C(=NC2=C(C1=O)C=CC=N2)C=2C(=NC=NC2OC)C2CC2)F)C(F)(F)F 3-[[6-[5-chloro-1-methyl-4-(trifluoromethyl)imidazol-2-yl]-5-fluoro-3-pyridyl]methyl]-2-(4-cyclopropyl-6-methoxy-pyrimidin-5-yl)pyrido[2,3-d]pyrimidin-4-one